FC1=C(C=CC(=C1)C1NCCC1)C=1N=C2SC3=C(N2C1)C=CC(=C3)C(=O)NC3COCCC3 2-(2-fluoro-4-(pyrrolidin-2-yl)phenyl)-N-(tetrahydro-2H-pyran-3-yl)benzo[d]imidazo[2,1-b]thiazole-7-carboxamide